ONC(CCNC(C1=CC(=C(C=C1)CC1=CNC2=CC=C(C=C12)[N+](=O)[O-])OC)=O)=O N-(3-(hydroxyamino)-3-oxopropyl)-3-methoxy-4-((5-nitro-1H-indol-3-yl)methyl)benzamide